3,7-dimethoxy-10H-Phenothiazine COC=1C=CC=2NC3=CC=C(C=C3SC2C1)OC